Tert-butyl (4-formyl-2-methoxy-5-methylphenethyl)carbamate C(=O)C1=CC(=C(CCNC(OC(C)(C)C)=O)C=C1C)OC